Benzyl (R)-7-((2-((tert-butyldimethylsilyl)oxy)ethyl)sulfonyl)-2-(3-((R)-3-methoxy-2-methyl-3-oxopropyl)phenyl)-2,6,6-trimethylheptanoate [Si](C)(C)(C(C)(C)C)OCCS(=O)(=O)CC(CCC[C@](C(=O)OCC1=CC=CC=C1)(C)C1=CC(=CC=C1)C[C@H](C(=O)OC)C)(C)C